N-(tert-butyldimethylsilyl)-2-((R)-1-((tert-butyldimethylsilyl)oxy)-2-hydroxypropan-2-yl)-N'-((3-oxo-1,2,3,5,6,7-hexahydro-s-indacen-4-yl)carbamoyl)thiazole-5-sulfonimidamide [Si](C)(C)(C(C)(C)C)NS(=O)(=NC(NC1=C2C(CCC2=CC=2CCCC12)=O)=O)C1=CN=C(S1)[C@](CO[Si](C)(C)C(C)(C)C)(C)O